Cl.CN(CCCN=C=NCC)C N-[3-dimethylaminopropyl]-N'-ethylcarbodiimide hydrochloride